NC1=C(C=C(C=C1)C(=O)OC)N[C@@H]1CN(C[C@@H]1OC)C(=O)OC(C)(C)C tert-butyl (3R,4S)-3-((2-amino-5-(methoxycarbonyl) phenyl) amino)-4-methoxypyrrolidine-1-carboxylate